N-(1-(4-((tert-butyldimethylsilyl)oxy)phenyl)heptyl)-2-methylpropane-2-sulfinamide [Si](C)(C)(C(C)(C)C)OC1=CC=C(C=C1)C(CCCCCC)NS(=O)C(C)(C)C